ClC=1C=CC(=C(C1)C1=NN(C=C1NC(=O)C1=CN=C2N1N=CC=C2)CC(=O)N2CCN(CC2)CCN2CCOCC2)OC(F)F N-[3-[5-chloro-2-(difluoromethoxy)phenyl]-1-[2-[4-(2-morpholinoethyl)piperazin-1-yl]-2-oxo-ethyl]pyrazol-4-yl]imidazo[1,2-b]pyridazine-3-carboxamide